C1(CC1)S(=O)(=O)NC=1SC=C(N1)C(C(=O)NC1=CC=C(C=C1)C1=NC(=CN=C1)OC)(C)C 2-(2-(cyclopropanesulfonamido)thiazol-4-yl)-N-(4-(6-methoxypyrazin-2-yl)phenyl)-2-methylpropanamide